ClC1=CC2=C(N(C(=N2)CN2C(N(C3=C2C=NC=C3)C3CC3)=O)CCCS(=O)(=O)C)C=C1 3-({5-chloro-1-[3-(methyl-sulfonyl)propyl]-1H-benzimidazol-2-yl}methyl)-1-cyclopropyl-1,3-dihydro-2H-imidazo[4,5-c]pyridin-2-one